C1(=CC=CC=C1)N(CC(CN(C1=CC=CC=C1)C1=CC=CC=C1)=O)C1=CC=CC=C1 1,3-Bis(diphenylamino)-2-propanone